(6Z)-3,7,11-trimethyldodeca-1,6,10-trien-3-ol CC(C=C)(CC\C=C(/CCC=C(C)C)\C)O